OC(CCN1N=C2C=C(C(=CC2=C1)NC(=O)C=1N=C(SC1)C=1C=NC=CC1)C1=CC=C(C(=O)NCC(=O)O)C=C1)(C)C (4-(2-(3-hydroxy-3-methylbutyl)-5-(2-(pyridin-3-yl)thiazole-4-carboxamido)-2H-indazol-6-yl)benzoyl)glycine